Ethyl 1-methyl-3-((3-(pyridin-4-yl)thieno[3,2-b]pyridin-5-yl)amino)-1H-pyrazole-4-carboxylate CN1N=C(C(=C1)C(=O)OCC)NC1=CC=C2C(=N1)C(=CS2)C2=CC=NC=C2